O=C1NC(CCC1N1C(C2=CC=C(C=C2C1=O)CN1CCN(CC1)C1CCN(CC1)C1=CC=C(C(=O)NC2=CC(=C(C=C2)C)NC2=NC=CC(=N2)C=2C=NC=CC2)C=C1)=O)=O 4-(4-(4-((2-(2,6-dioxopiperidin-3-yl)-1,3-dioxoisoindolin-5-yl)methyl)piperazine-1-yl)piperidin-1-yl)-N-(4-methyl-3-((4-(pyridin-3-yl)pyrimidin-2-yl)amino)phenyl)benzamide